[1-[(5R)-4-[Methyl(tetrahydropyran-4-yl)amino]-5-oxido-6,7-dihydrothieno[3,2-d]pyrimidin-5-ium-2-yl]azetidin-3-yl]-pyridin-3-carboxylat CN(C=1C2=C(N=C(N1)N1CC(C1)OC(=O)C=1C=NC=CC1)CC[S@+]2[O-])C2CCOCC2